C(N)(OCC1(CC(C1)F)C1=NC=CC=C1F)=O ((trans)-3-fluoro-1-(3-fluoropyridin-2-yl-cyclobutyl) methyl) carbamate